tert-butyl 3-(4-morpholino-2-(2-phenylpyrimidin-4-yl)pyrido[3,2-d]pyrimidin-7-yl)-1H-pyrazole-1-carboxylate O1CCN(CC1)C=1C2=C(N=C(N1)C1=NC(=NC=C1)C1=CC=CC=C1)C=C(C=N2)C2=NN(C=C2)C(=O)OC(C)(C)C